[N+](=O)([O-])C=1C=C(C=NC1)C=1N=C(SC1)NC1=CC(=CC=C1)C(F)(F)F 4-(5-Nitropyridin-3-yl)-N-(3-(trifluoromethyl)phenyl)thiazol-2-amine